PYRIDINO[1,2-A]PYRIMIDINONE N1=C2N(C=CC1=O)C=CC=C2